C(C)(C)N1C=C(C=2C1=CN=CC2)B2OC(C(O2)(C)C)(C)C 1-isopropyl-3-(4,4,5,5-tetramethyl-1,3,2-dioxaborolan-2-yl)-1H-pyrrolo[2,3-c]pyridine